OC1=C(C=C(C=O)C=C1F)F 4-hydroxyl-3,5-difluorobenzaldehyde